3-(3-cyanophenyl)prop-2-yn-1-yl methanesulfonate CS(=O)(=O)OCC#CC1=CC(=CC=C1)C#N